(6Ar,10aR)-3-(1-adamantyl)-6,6,9-trimethyl-6a,7,10,10a-tetrahydrobenzo[c]chromen-1-ol C12(CC3CC(CC(C1)C3)C2)C=2C=C(C=3[C@H]1[C@H](C(OC3C2)(C)C)CC=C(C1)C)O